ClC=1C(=CC(=C(C1)C=1C=C(C(=O)NCCC(=O)OC)C=CC1)OCC1=NNC(N1C)=O)C Methyl 3-[[3-[5-chloro-4-methyl-2-[(4-methyl-5-oxo-1H-1,2,4-triazol-3-yl)methoxy]phenyl]benzoyl]-amino]propanoate